7-(1-(adamantan-1-ylmethyl)-5-methyl-1H-pyrazol-4-yl)-3-((2-(benzo[d]thiazol-2-ylcarbamoyl)phenyl)amino)imidazo[1,2-a]pyridine-8-carboxylic acid C12(CC3CC(CC(C1)C3)C2)CN2N=CC(=C2C)C2=C(C=3N(C=C2)C(=CN3)NC3=C(C=CC=C3)C(NC=3SC2=C(N3)C=CC=C2)=O)C(=O)O